CN(C(C1=CC=C(C=C1)C)=O)C1=CC=CC=C1 N,4-dimethyl-N-phenylbenzamide